N-(2-(4-methyl-1H-imidazol-1-yl)thiophen-3-yl)acetamide CC=1N=CN(C1)C=1SC=CC1NC(C)=O